3-cyclopropyl-N5-((1-(methylsulfonyl)piperidin-4-yl)methyl)-N7-(4-(pyridin-2-yl)benzyl)pyrazolo[1,5-a]pyrimidine-5,7-diamine C1(CC1)C=1C=NN2C1N=C(C=C2NCC2=CC=C(C=C2)C2=NC=CC=C2)NCC2CCN(CC2)S(=O)(=O)C